ethyl 2-(9-((4-(aminomethyl)phenyl)carbamoyl)-4,5-dihydrobenzo[b]thieno[2,3-d]oxepin-8-yl)cyclohex-1-ene-1-carboxylate NCC1=CC=C(C=C1)NC(=O)C1=CC2=C(OCCC3=C2SC=C3)C=C1C1=C(CCCC1)C(=O)OCC